FC1=C(C=C(C=C1F)F)N1N=CC=C1N 2-(2,3,5-trifluorophenyl)pyrazol-3-amine